CSC(C1=C(C=CC(=C1)OC=1C(=C2C=CNC2=CC1F)C=C)F)=N.[N+](=O)([O-])C=1C=C(C=CC1)C1=NC=C(N=C1)C1=CC(=CC=C1)[N+](=O)[O-] 2,5-bis(3-nitrophenyl)pyrazine methyl-2-fluoro-5-((6-fluoro-4-vinyl-1H-indol-5-yl)oxy)benzimidothioate